(2-iodophenyl)methanol IC1=C(C=CC=C1)CO